COC1=CC(=C(C=C1)N1CCNCC1)N N-(4-methoxy-2-aminophenyl)piperazine